COC1(CC=C(C(C2=CC=CC=C2)(C2=CC=CC=C2)OOC[C@@H]2[C@H](C[C@@H](O2)N2C=NC=3C(=O)NC(NC(C(C)C)=O)=NC23)O)C=C1)OC 5'-O-(4,4-dimethoxytrityloxy)-N2-isobutyryl-2'-deoxyguanosine